2-chloro-N-[2-(2,4-dimethylphenyl)-2,2-difluoro-ethyl]-3-methyl-5-[3-(trifluoro-methyl)phenoxy]pyridine-4-carboxamide ClC1=NC=C(C(=C1C)C(=O)NCC(F)(F)C1=C(C=C(C=C1)C)C)OC1=CC(=CC=C1)C(F)(F)F